isobutyl acrylate (isobutylacrylate) C(C(C)C)C(C(=O)O)=C.C(C=C)(=O)OCC(C)C